N-(3-(5-chloro-2-methoxypyridin-3-yl)-1H-pyrazol-4-yl)pyrazolo[1,5-a]pyrimidine-3-carboxamide ClC=1C=C(C(=NC1)OC)C1=NNC=C1NC(=O)C=1C=NN2C1N=CC=C2